8-fluoro-3-methyl-2-oxo-1H-quinoline-7-carboxylic acid ethyl ester C(C)OC(=O)C1=CC=C2C=C(C(NC2=C1F)=O)C